COC(CCN[C@@H](C)C(=O)O)(C)C.FC1=C(C=CC(=C1)C=1C=NNC1)N1CCC(CC1)CN1C(C2C(C1)CCC2)=O 2-((1-(2-fluoro-4-(1H-pyrazol-4-yl)phenyl)piperidin-4-yl)methyl)hexahydrocyclopenta[c]pyrrol-1(2H)-one 3-methoxy-3-methylbutyl-L-alaninate